CC1=C(C=NC=C1)C=1C=C2CNC(NC2=CC1)=O 6-(4-methylpyridin-3-yl)-3,4-dihydroquinazolin-2(1H)-one